5,7-dimethoxy-8-(3'-methyl-2'-ketobutyl)coumarin COC1=C2C=CC(OC2=C(C(=C1)OC)CC(C(C)C)=O)=O